ClC1=NC(=CC=C1N)OC(F)F 2-chloro-6-(difluoromethoxy)pyridin-3-amine